C(C)(C)(C)OC(=O)N1CC2=CC(=CC(=C2CC1)F)N1C(C2=C(CC1)C(=NN2C2=CC(=CC=C2)Cl)C(NCC2CC2)=O)=O 7-[1-(3-Chlorophenyl)-3-(cyclopropylmethylcarbamoyl)-7-oxo-4,5-dihydropyrazolo[3,4-c]pyridin-6-yl]-5-fluoro-3,4-dihydro-1H-isoquinoline-2-carboxylic acid tert-butyl ester